BrC1=C(C=C2C(=C(C(=NC2=C1)Cl)C#N)N1CC(N(CC1)C(=O)O)CC#N)F 4-(7-Bromo-2-chloro-3-cyano-6-fluoroquinolin-4-yl)-2-(cyanomethyl)piperazine-1-carboxylic acid